lithium lanthanum zirconium Oxygen [O].[Zr].[La].[Li]